2-(4-chlorophenyl)-quinolin-4(1H)-one ClC1=CC=C(C=C1)C=1NC2=CC=CC=C2C(C1)=O